FC(C(=O)O)(F)F.ClC1=CC=C(C[C@H]2CO[C@H](CN2C2CCC(CC2)C2=NN(C(=C2)C)C)C(=O)O)C=C1 (2R,5S)-5-(4-chlorobenzyl)-4-(4-(1,5-dimethyl-1H-pyrazol-3-yl)cyclohexyl)morpholine-2-carboxylic acid 2,2,2-trifluoroacetate